C(C)(C)(C)P(C(C)C)C(C)(C)C di-tert-butyl-(iso-propyl)phosphine